CN1N=NN=C1C1=C(C(=O)N)C=CC(=C1)C(F)(F)F 1-methyl-1H-tetrazol-5-yl-4-(trifluoromethyl)benzamide